1-(3-chloro-2-ethoxyphenyl)-1H-pyrazol-3-amine ClC=1C(=C(C=CC1)N1N=C(C=C1)N)OCC